FC(C1=NC(=CC(=C1)C=1C=2N(C=NC1C1=C(C=C(C=C1)F)F)C=NN2)C)F 8-(2-(difluoromethyl)-6-methylpyridin-4-yl)-7-(2,4-difluorophenyl)-[1,2,4]triazolo[4,3-c]pyrimidine